methyl 7-fluoro-4-(4-methoxy-3-pyridyl)-6-[1-[3-(triazol-1-yl)propanoyl]-3,6-dihydro-2H-pyridin-5-yl]-1H-indole-2-carboxylate FC=1C(=CC(=C2C=C(NC12)C(=O)OC)C=1C=NC=CC1OC)C1=CCCN(C1)C(CCN1N=NC=C1)=O